methyl 8-(3-((benzyloxy)methyl)cyclobut-1-en-1-yl)-9-(4-((1-(3-fluoropropyl)azetidin-3-yl)methyl)phenyl)-6,7-dihydro-5H-benzo[7]annulene-3-carboxylate C(C1=CC=CC=C1)OCC1C=C(C1)C=1CCCC2=C(C1C1=CC=C(C=C1)CC1CN(C1)CCCF)C=CC(=C2)C(=O)OC